O=C1N(C2=C(SC1)C=C(C=C2)C(F)(F)F)CC(=O)NC2=NN=C(N2)C2=NC=CC=C2 2-(3-OXO-7-(TRIFLUOROMETHYL)-2H-BENZO[B][1,4]THIAZIN-4(3H)-YL)-N-(5-(PYRIDIN-2-YL)-4H-1,2,4-TRIAZOL-3-YL)ACETAMIDE